1-(Cyclopropanecarbonyl)Piperazine 4-(Cyclopropanecarbonyl)Piperazine-1-carboxylate C1(CC1)C(=O)N1CCN(CC1)C(=O)O.C1(CC1)C(=O)N1CCNCC1